C1NCC=2C=NC=CC21 1,3-dihydro-2H-pyrrolo[3,4-c]pyridin